CC([O-])C.CC([O-])C.[Ti+2] titanium bis(isopropoxide)